9,9-diMethyl-xanthene CC1(C2=CC=CC=C2OC=2C=CC=CC12)C